S(=O)(=O)(ON1[C@@H]2CC[C@H](N(C1=O)C2)C(N)=O)OC[C@]2(C(OCC2)=O)C (1R,2S,5R)-2-carbamoyl-7-oxo-1,6-diazabicyclo[3.2.1]oct-6-yl (((S)-3-methyl-2-oxotetrahydrofuran-3-yl) methyl) sulfate